1,3-dimethylindazole-5-carboxylic acid CN1N=C(C2=CC(=CC=C12)C(=O)O)C